C[C@](N)([C@H](O)C)C(=O)O D-α-methylthreonine